C(C)=C1OCCCCO1 2-ethylidene-1,3-dioxepane